tert-butyl 3-(3-(2-(methoxymethoxy)phenyl)-5H-pyrrolo[3,2-c]pyridazin-6-yl)azetidine-1-carboxylate COCOC1=C(C=CC=C1)C1=CC2=C(N=N1)C=C(N2)C2CN(C2)C(=O)OC(C)(C)C